dimethoxy(methyl)phenylsilane CO[Si](C1=CC=CC=C1)(C)OC